IC1=CC=C(C=C1)N1N=NC(=C1)CO (1-(4-iodophenyl)-1H-1,2,3-triazol-4-yl)methanol